N-hydroxybenzene-1-carboximidoyl chloride ON=C(C1=CC=CC=C1)Cl